FC1(CCC(CC1)C(=O)NC=1N=CC2=CC=C(C=C2C1)C1=CN=CN1C)F 4,4-difluoro-N-(6-(1-methyl-1H-imidazol-5-yl)isoquinolin-3-yl)cyclohexane-1-carboxamide